2-(3-(4-ethoxy-3-methoxyphenyl)acryloyl)-N-(3-(methylthio)propyl)hydrazine-1-carbothioamide C(C)OC1=C(C=C(C=C1)C=CC(=O)NNC(NCCCSC)=S)OC